Tetramethyldisilylsilylen(benzo[e]inden-3-yl)(3-butyl-cyclopentadienyl)zirconium dichloride [Cl-].[Cl-].C[Zr](C1C=C(C=C1)CCCC)(C1C=CC=2C3=C(C=CC12)C=CC=C3)(=[Si]([SiH3])[SiH3])(C)(C)C